((8-bromonaphthalen-1-yl)methoxy)tetrahydro-2H-pyran BrC=1C=CC=C2C=CC=C(C12)COC1OCCCC1